(S)- or (R)-α-trifluoromethyl-pyroglutamic acid N-(2-hydroxy-2-methylpropyl)amid OC(CNC([C@]1(NC(CC1)=O)C(F)(F)F)=O)(C)C |o1:5|